BrCC=1C2=C(SC1C(=O)OCC)C(=CC=C2OC)F ethyl 3-(bromomethyl)-7-fluoro-4-methoxybenzo[b]thiophene-2-carboxylate